NC=1N=CC2=C(N1)C1(C(N(C2)C=2C=C(C=CC2C)NC(=O)C=2SC3=C(N2)C=CC=C3)=O)CC1 N-(3-(2'-Amino-7'-oxo-5'H-spiro[cyclopropane-1,8'-pyrido[4,3-d]pyrimidine]-6'(7'H)-yl)-4-methylphenyl)benzo[d]thiazole-2-carboxamide